FC1=C(OCC#N)C=CC(=C1F)B1OC(C(O1)(C)C)(C)C 2-[2,3-difluoro-4-(4,4,5,5-tetramethyl-1,3,2-dioxaborolan-2-yl)phenoxy]acetonitrile